CCNC1=CC2=C(C=C1C)C(=C3C=C(C(=[NH+]CC)C=C3O2)C)C4=C(C=C(C=C4)S(=O)(=O)[O-])S(=O)(=O)[O-] The molecule is an anionic fluorescent dye derived from sulforhodamine. It has a role as a fluorochrome. It is an organosulfonate oxoanion and a xanthene dye.